C(C)(C)(C)OC(CN(C1(CN(CCN(C1)CC(=O)OC(C)(C)C)CC(OC(C)(C)C)=O)CCCCC(=O)O)CC(OC(C)(C)C)=O)=O 5-(6-(bis(2-(tert-butoxy)-2-oxoethyl)amino)-1,4-bis(2-(tert-butoxy)-2-oxoethyl)-1,4-diazepan-6-yl)pentanoic acid